BrC1=C(C=CC(=C1)C(=C)C(F)(F)F)C([2H])([2H])[2H] 2-bromo-1-(methyl-d3)-4-(3,3,3-trifluoroprop-1-en-2-yl)benzene